C(C=C)(=O)N1C[C@H](C[C@@H]1COC)N1N=C(C(=C1NC)C(=O)N)C#CC=1C(=C2C=NN(C2=CC1F)C)F 1-((3s,5r)-1-propenoyl-5-(methoxymethyl)pyrrolidin-3-yl)-3-((4,6-difluoro-1-methyl-1H-indazol-5-yl)ethynyl)-5-(methylamino)-1H-pyrazole-4-carboxamide